ClC1=C(C=CC(=C1OCC1=CC=C(C=C1)OC)OCC1=CC=C(C=C1)OC)C(C(=O)N1CC(N(CC1)[C@]1(CN2C(C(C2S1)NC(CC1=CC=CC=C1)=O)=O)C(=O)[O-])=O)=O (S)-3-(4-(2-(2-chloro-3,4-bis((4-methoxybenzyl)oxy)phenyl)-2-oxoacetyl)-2-oxopiperazin-1-yl)-7-oxo-6-(2-phenylacetamido)-4-thia-1-azabicyclo[3.2.0]heptane-3-carboxylate